COC1=C(C=C(C=C1)OC)CCC(=O)N1CC2(CC1)CCC(CC2)NC=2C=NN(C2)CCO 3-(2,5-dimethoxyphenyl)-1-[(5s,8s)-8-{[1-(2-hydroxyethyl)-1H-pyrazol-4-yl]amino}-2-azaspiro[4.5]decan-2-yl]propan-1-one